Cl.Cl.C(N1N=CC(=C1)C=1C=CC=C(C1)O)([2H])([2H])[2H] 5-[1-(2H3)methyl-1H-pyrazol-4-yl]Phenol dihydrochloride